4-(propane-1-yn-1-yl)-1H-indazole-7-carboxamide C(#CC)C1=C2C=NNC2=C(C=C1)C(=O)N